NC1CN(CCC1)C1=CC2=C(N=C(N=C2)NC=2C=NN(C2)CCO)N(C1=O)C 6-(3-amino-1-piperidinyl)-2-[[1-(2-hydroxyethyl)pyrazol-4-yl]amino]-8-methyl-pyrido[2,3-d]pyrimidin-7-one